diallyl-tetraethylene glycol C(C=C)C(COCCOCCOCCO)(CC=C)O